ClC=1C=C2C=CC(=CC2=CC1)C=CC1=C(C(=O)O)C=CN=C1 3-(2-(6-chloronaphthalen-2-yl)vinyl)isonicotinic acid